C(C)(C)(C)OC(=O)N1CC(C1)CS(=O)(=O)CCO 3-((2-hydroxyethylsulfonyl)methyl)azetidine-1-carboxylic acid tert-butyl ester